(R)-5-fluoro-2-(4-(piperidin-3-ylamino)-6,7-dihydro-5H-cyclopenta[d]pyridazin-1-yl)phenol FC=1C=CC(=C(C1)O)C1=NN=C(C2=C1CCC2)N[C@H]2CNCCC2